B(O)(O)O.C1(=CC=CC=C1)[Ag](C1=CC=CC=C1)(C1=CC=CC=C1)C1=CC=CC=C1 tetraphenyl-silver borate